tert-butyl (3-(4-(((benzyloxy)carbonyl)amino)piperidin-1-yl)-3-oxopropyl)carbamate C(C1=CC=CC=C1)OC(=O)NC1CCN(CC1)C(CCNC(OC(C)(C)C)=O)=O